R-(-)-tert-Butylsulfinamide C(C)(C)(C)[S@@](=O)N